(3R)-1-(2-(2,6-dioxopiperidin-3-yl)-1,3-dioxoisoindolin-5-yl)pyrrolidin O=C1NC(CC[C@H]1N1C(C2=CC=C(C=C2C1=O)N1CCCC1)=O)=O